C(C)(C)(C)OC(=O)N[C@H](C(=O)OC(C)(C)C)CCSCCC(=O)C1CC1 (s)-tert-butyl 2-((tert-butoxycarbonyl)amino)-4-((3-cyclopropyl-3-oxopropyl)thio)butanoate